cis-N-(3-((1R,2S)-2-cyanocyclobutyl)-4-methylphenyl)-3-methyl-6-azabicyclo[3.1.1]heptane-6-carboxamide C(#N)[C@@H]1[C@@H](CC1)C=1C=C(C=CC1C)NC(=O)N1C2CC(CC1C2)C